FC(C1=CC=C(C=C1)C1=CC=NC(=C1C(=O)O)C=1SC=CN1)(F)F 4-(4-(trifluoromethyl)phenyl)(2-thiazolyl)nicotinic acid